ethyl 2-(4-(methylsulfonyl)pyrimidin-5-yl)oxazole-4-carboxylate CS(=O)(=O)C1=NC=NC=C1C=1OC=C(N1)C(=O)OCC